COC=1C=2N(C=C(C1)C=1C=NN(C1)[C@H]1CN(CC1)C(=O)C1CCNCC1)N=CC2C#N (R)-4-methoxy-6-(1-(1-(piperidine-4-carbonyl)pyrrolidin-3-yl)-1H-pyrazol-4-yl)pyrazolo[1,5-a]pyridine-3-carbonitrile